5-(4-iodo-2-(6-azaspiro[2.5]oct-6-yl)phenyl)-1,3,4-oxadiazole IC1=CC(=C(C=C1)C1=NN=CO1)N1CCC2(CC2)CC1